2-[6-[(3S)-3-(dimethylamino)-1-piperidyl]pyridazin-3-yl]-3,5-dimethyl-phenol CN([C@@H]1CN(CCC1)C1=CC=C(N=N1)C1=C(C=C(C=C1C)C)O)C